ClC1=C(N=NC=C1Cl)NCC1CC1 4,5-dichloro-N-cyclopropylmethyl-pyridazin-3-amine